FC1=CC(=CC=2N(C=NC21)C)C(=O)NOCCO 4-FLUORo-N-(2-HYDROXYETHOXY)-1-METHYL-1H-BENZIMIDAZOL-6-CARBOXAMID